(E)-4-((3-isopropoxyazetidin-1-yl)methyl)benzene C(C)(C)OC1CN(C1)CC1=CC=CC=C1